4-((3-(pyridin-4-yl)-1H-pyrrolo[2,3-b]pyridin-6-yl)ethynyl)piperidin-4-ol N1=CC=C(C=C1)C1=CNC2=NC(=CC=C21)C#CC2(CCNCC2)O